8-Oxa-2-aza-spiro[4.5]decane-2-carboxylic acid [7-(3-aminophenyl)-4-methoxy-thiazolo[4,5-c]pyridin-2-yl]-amide NC=1C=C(C=CC1)C=1C2=C(C(=NC1)OC)N=C(S2)NC(=O)N2CC1(CC2)CCOCC1